ClC=1C=CC(=C(C1)C1=CC(=CN=N1)NC1=CC=NC2=CC(=CC=C12)C(=O)NCCN1CCN(CC1)C)F 4-{[6-(5-chloro-2-fluorophenyl)pyridazin-4-yl]Amino}-N-[2-(4-methylpiperazin-1-yl)ethyl]Quinoline-7-carboxamide